ClC=1C=C(C(=O)N2CC=3C(=NN4C3C(N(C[C@H]4C)[C@H](C)C=4C=CC(=NC4)C(=O)NC)=O)C[C@H]2C)C=CC1Cl |o1:18| 5-((R*)-1-((3R,7R)-2-(3,4-dichlorobenzoyl)-3,7-dimethyl-10-oxo-1,3,4,7,8,10-hexahydropyrido[4',3':3,4]pyrazolo[1,5-a]pyrazin-9(2H)-yl)ethyl)-N-methylpicolinamide